NC1=C(C(=O)N(C)C2=CC(=CC=C2)C#CC(C)(C)O)C=C(C=N1)Br (E)-2-amino-5-bromo-N-(3-(3-hydroxy-3-methylbut-1-yn-1-yl)phenyl)-N-methylnicotinamide